(1aS,5aS)-2-(6'-Methyl-[3,3']bipyridinyl-6-yl)-1a,2,5,5a-tetrahydro-1H-2,3-diaza-cyclopropa[a]pentalene-4-carboxylic acid (2-hydroxy-1,1-dimethyl-ethyl)-amide OCC(C)(C)NC(=O)C=1C=2C[C@H]3[C@@H](C2N(N1)C1=CC=C(C=N1)C=1C=NC(=CC1)C)C3